4-((5-(4-(4-amino-3-(4-phenoxyphenyl)-1H-pyrazolo[3,4-d]pyrimidin-1-yl)piperidin-1-yl)-5-oxopentyl)sulfanyl)-2-(2,6-dioxopiperidin-3-yl)-7-fluoroisoindoline-1,3-dione NC1=C2C(=NC=N1)N(N=C2C2=CC=C(C=C2)OC2=CC=CC=C2)C2CCN(CC2)C(CCCCSC2=C1C(N(C(C1=C(C=C2)F)=O)C2C(NC(CC2)=O)=O)=O)=O